C1=NC=CC2=C(C=CC=C12)CNC(CC1N(C(CC1)=O)CC1=CC=C(C=C1)C)=O N-(Isochinolin-5-ylmethyl)-2-[1-[(4-methylphenyl)methyl]-5-oxopyrrolidin-2-yl]acetamid